NCC(=O)N1C(CCC1)C(C(=O)NCC=1C=NC=CC1)O 2-(1-glycylpyrrolidin-2-yl)-2-hydroxy-N-(pyridin-3-ylmethyl)acetamide